NCCC1CN(C(O1)=O)C1=NC2=C(OCC(N2)=O)N=C1 6-[5-(2-Aminoethyl)-2-oxo-oxazolidin-3-yl]-4H-pyrazino[2,3-b][1,4]oxazin-3-one